di-(hexadecyl) peroxydicarbonate C(=O)(OCCCCCCCCCCCCCCCC)OOC(=O)OCCCCCCCCCCCCCCCC